N1=CC=CC2=CC(=CC=C12)C(=O)[O-] 6-quinolinate